C[Si](C1=CCCCC1C)(C)C trimethyl(6-methyl-1-cyclohexen-1-yl)silane